C(CCCCCCCCCCCCC)(=O)N.C(CCCCCCCCCCCCC)(=O)N dimyristic acid amide